(4-Chlorophenyl)(2-ethyl-4-fluorophenyl)methanol [1-[4-[Methyl(tetrahydropyran-4-yl)amino]-5-oxido-6,7-dihydrothieno[3,2-d]pyrimidin-5-ium-2-yl]azetidin-3-yl]-4-methylbenzoat CN(C=1C2=C(N=C(N1)N1CC(C1)C1=C(C(=O)OC(C3=C(C=C(C=C3)F)CC)C3=CC=C(C=C3)Cl)C=CC(=C1)C)CC[S+]2[O-])C2CCOCC2